N-(6-(1-(2-chloroethyl)-7-hydroxy-1H-pyrrolo[2,3-c]pyridin-3-yl)-1-(4-fluoro-2-methylbenzyl)-1H-indol-4-yl)ethanesulfonamide ClCCN1C=C(C=2C1=C(N=CC2)O)C2=CC(=C1C=CN(C1=C2)CC2=C(C=C(C=C2)F)C)NS(=O)(=O)CC